2-bromo-1H-1,3-benzodiazole BrC1=NC2=C(N1)C=CC=C2